2-chloro-N-(5-chloro-6-(pyrrolidin-1-yl)pyridin-3-yl)-8,8-dimethyl-7,8-dihydro-6H-cyclopenta[e]pyrazolo[1,5-a]pyrimidine-6-carboxamide ClC1=NN2C(N=CC3=C2C(CC3C(=O)NC=3C=NC(=C(C3)Cl)N3CCCC3)(C)C)=C1